3-methyl-2-pent-2-enylcyclopent-2-enone CC1=C(C(CC1)=O)CC=CCC